Ethyl (R)-7-((1-((tert-butyldiphenylsilyl) oxy) propan-2-yl) oxy)-1-(cyclopropylmethyl)-1H-indole-2-carboxylate [Si](C1=CC=CC=C1)(C1=CC=CC=C1)(C(C)(C)C)OC[C@@H](C)OC=1C=CC=C2C=C(N(C12)CC1CC1)C(=O)OCC